FC1=CN=CC2=C1N=C(N=C2)OCC2(CC2)CN2CCC(CC2)=NOC 8-Fluoro-2-[[1-[(4-methoxyimino-1-piperidinyl)methyl]cyclopropyl]methoxy]pyrido[4,3-d]pyrimidine